C(C)(C)(C)OC(CCC1CCN(CC1)C=1C=C(C(C(=O)O)=CC1C)C(=O)O)=O 4-[4-(3-tert-butoxy-3-oxo-propyl)-1-piperidyl]-5-methyl-phthalic acid